5-(5-(1-(4-methoxybenzyl)-1H-pyrazol-3-yl)-6-methylpyridazin-3-yl)pyrimidine-2,4(1H,3H)-dione COC1=CC=C(CN2N=C(C=C2)C=2C=C(N=NC2C)C=2C(NC(NC2)=O)=O)C=C1